2-[[5-methyl-3-(6-methyl-3-pyridinyl)triazol-4-yl]methyl]-5-[(2R)-2-methylpyrrolidin-1-yl]pyridazin-3-one CC1=C(N(N=N1)C=1C=NC(=CC1)C)CN1N=CC(=CC1=O)N1[C@@H](CCC1)C